CC1(C(C(CCC1)=C)C(\C=C\C)=O)C (2E)-1-(2,2-dimethyl-6-methylenecyclohexyl)-2-buten-1-one